C(C)(=O)OC1=CC=C(C=C1)C(NC1=CC=C(C=C1)N1CCN(CC1)C1=NC=C(C=C1)C#N)=O [4-[[4-[4-(5-Cyano-2-pyridyl)piperazin-1-yl]phenyl] carbamoyl]phenyl] acetate